1,2-bis(dichlorosilyl)ethaneN Cl[SiH](C=C[SiH](Cl)Cl)Cl